3-[4-(5-methyl-3-phenyl-1H-pyrazol-4-yl)phenyl]benzenesulfonamide CC1=C(C(=NN1)C1=CC=CC=C1)C1=CC=C(C=C1)C=1C=C(C=CC1)S(=O)(=O)N